O=C(CC(=O)N)CCCCCCCCC 3-oxo-dodecanoamide